4-(1-(2-Methyl-4-((4-methylpiperazin-1-yl)methyl)phenyl)-1H-pyrazol-4-yl)-N-(1-(methylsulfonyl)piperidin-4-yl)-5-(trifluoromethyl)pyrimidin-2-amine CC1=C(C=CC(=C1)CN1CCN(CC1)C)N1N=CC(=C1)C1=NC(=NC=C1C(F)(F)F)NC1CCN(CC1)S(=O)(=O)C